7-([1,1'-biphenyl]-4-yl)-N-((4,6-dimethyl-2-oxo-1,2-dihydropyridin-3-yl)methyl)-2-oxo-1,2-dihydroquinoline-5-carboxamide C1(=CC=C(C=C1)C=1C=C(C=2C=CC(NC2C1)=O)C(=O)NCC=1C(NC(=CC1C)C)=O)C1=CC=CC=C1